The molecule is a dimeric naphthopyran with formula C32H26O10, originally isolated from Aspergillus niger. It has a role as an Aspergillus metabolite. It is a biaryl, an aromatic ether, an aromatic ketone, a cyclic ketone, a polyphenol, an organooxygen heterocyclic antibiotic and a naphtho-gamma-pyrone. It is a conjugate acid of an aurasperone A(2-). CC1=CC(=O)C2=C(O1)C=C3C=C(C(=C(C3=C2O)OC)C4=C5C(=C(C6=C4C=C(C=C6OC)OC)O)C(=O)C=C(O5)C)OC